N[C@H](C(=O)O)C(C)NC(=O)OC(C)(C)C (2S)-2-amino-3-((tert-butoxycarbonyl)amino)butyric acid